trans-N-phenyl-4-{[(6-trifluoromethylquinolin-4-yl)amino]methyl}cyclohexane-1-carboxamide C1(=CC=CC=C1)NC(=O)[C@@H]1CC[C@H](CC1)CNC1=CC=NC2=CC=C(C=C12)C(F)(F)F